BrC1=C(C=CC(=C1)Cl)P(=O)(C)C 2-BROMO-4-CHLORO-1-DIMETHYLPHOSPHORYLBENZENE